di(tert-butyl)ammonium tetrakis(2,3,4,6-tetrafluorophenyl)borate FC1=C(C(=CC(=C1F)F)F)[B-](C1=C(C(=C(C=C1F)F)F)F)(C1=C(C(=C(C=C1F)F)F)F)C1=C(C(=C(C=C1F)F)F)F.C(C)(C)(C)[NH2+]C(C)(C)C